N-(4-(4-amino-5-(4-(6-methylpyridin-2-yloxy)phenyl)-7-(2-morpholinoethyl)-7H-pyrrolo[2,3-d]pyrimidin-6-yl)phenyl)methacrylamide NC=1C2=C(N=CN1)N(C(=C2C2=CC=C(C=C2)OC2=NC(=CC=C2)C)C2=CC=C(C=C2)NC(C(=C)C)=O)CCN2CCOCC2